8-methoxypyrene-1,3,6-trisulfonate trisodium salt [Na+].[Na+].[Na+].COC=1C=C(C=2C=CC3=C(C=C(C=4C=CC1C2C43)S(=O)(=O)[O-])S(=O)(=O)[O-])S(=O)(=O)[O-]